BrCC(=O)C1NCCC=2C3=CC=CC=C3NC12 2-Bromoacetyl-1,2,3,4-tetrahydro-beta-carboline